alpha-hydroxy-6alpha-ethyl-7-keto-5beta-cholane OC(C)[C@H]1C([C@H]2[C@@H]3CC[C@H]([C@@H](CCC)C)[C@]3(CC[C@@H]2[C@]2(CCCC[C@@H]12)C)C)=O